8-[(4R)-4-[3-(8-{4-fluoro-2-[(3R)-3-methylmorpholine-4-carbonyl]phenyl}-3-methylimidazo[1,5-a]pyridin-6-yl)azetidin-1-yl]-5-methylhexyl]-3,8-diazabicyclo[3.2.1]octane FC1=CC(=C(C=C1)C=1C=2N(C=C(C1)C1CN(C1)[C@H](CCCN1C3CNCC1CC3)C(C)C)C(=NC2)C)C(=O)N2[C@@H](COCC2)C